1-methyl-7-(1-methylpyrazol-4-yl)-3,4-dihydro-2H-quinoxaline-6-carbonitrile CN1CCNC2=CC(=C(C=C12)C=1C=NN(C1)C)C#N